C1C(CC12CCNCC2)N2CCC(CC2)N2N=C(C=1C2=NC=NC1N)C1=CC=C(C=C1)OC1=CC=CC=C1 1-[1-(7-Azaspiro[3.5]non-2-yl)-4-piperidinyl]-3-(4-phenoxyphenyl)pyrazolo[3,4-d]pyrimidin-4-amine